2-hydroxy-1-tert-butylbenzene OC1=C(C=CC=C1)C(C)(C)C